O=C1CC(N(CC1)C(=O)OC(C)(C)C)C(=O)OC 1-O-tert-butyl 2-O-methyl 4-oxopiperidine-1,2-dicarboxylate